C(C)(=O)C1=C2C=C(C(=NC2=CC(=C1)C)C#N)C1=CC=CC=C1 5-acetyl-7-methyl-3-phenylquinoline-2-carbonitrile